7-bromo-2,4-difluoroquinazoline BrC1=CC=C2C(=NC(=NC2=C1)F)F